methyl (5-bromo-7-methoxy-2,3-dihydro-1H-inden-1-yl)carbamate BrC=1C=C2CCC(C2=C(C1)OC)NC(OC)=O